NC1=NC=C(C=N1)C=1C=CC=2C3=C(NC2C1)C(=CN=C3NC(C(F)(F)F)C3CC3)C(=O)N 7-(2-aminopyrimidin-5-yl)-1-((1-cyclopropyl-2,2,2-trifluoroethyl)amino)-5H-pyrido[4,3-b]indole-4-carboxamide